CC1=C(OCC2=C(C=CC=C2)C(C(=O)OC)=COC)C=C(C=C1)C methyl 2-[2-(2,5-dimethyl-phenoxymethyl)-phenyl]-3-methoxy-acrylate